C(CC)(=O)O.C[Si](OC)(OC)OC methyl-(trimethoxysilicon) propionate